7-(3,3-difluoropyrrolidin-1-yl)-3,4-dihydronaphthalen-1(2H)-one FC1(CN(CC1)C1=CC=C2CCCC(C2=C1)=O)F